tert-butyl ((exo-3-(1-(4-(2-oxo-4-(piperazine-1-carboxamido)pyrimidin-1(2H)-yl)phenyl)propan-2-yl)-3-azabicyclo[3.1.0]hexan-6-yl)methyl)carbamate O=C1N(C=CC(=N1)NC(=O)N1CCNCC1)C1=CC=C(C=C1)CC(C)N1CC2C(C2C1)CNC(OC(C)(C)C)=O